N[C@@H]1[C@@H](CCC1)NC(=O)C=1SC=2N=CC=C3N(C(NC1C23)=O)C2=CC=C(C=C2)OC2CCOCC2 N-((1R,2S)-2-Aminocyclopentyl)-4-oxo-5-(4-((tetrahydro-2H-pyran-4-yl)oxy)phenyl)-4,5-dihydro-3H-1-thia-3,5,8-triazaacenaphthylene-2-carboxamide